FC1=C(C(=CC=C1)C)N1CCC(CC1)N1C(NC2=NC=CN=C2C1=O)=O 3-(1-(2-fluoro-6-methylphenyl)piperidin-4-yl)pteridine-2,4(1H,3H)-dione